COC1=NC=CC(=C1)C(C(=O)O)C 2-(2-methoxypyridin-4-yl)propionic acid